7-Ethyl-4-(4-fluoro-3-(6-methoxy-1-(tetrahydrofuran-3-yl)-3a,7a-dihydro-1H-indazol-5-yl)phenyl)-7H-imidazo[4,5-c]pyridazine C(C)N1C=NC2=C1N=NC=C2C2=CC(=C(C=C2)F)C2=CC1C=NN(C1C=C2OC)C2COCC2